FC1=CC=C(C(=O)C2=CNC=3N=C(N=C(C32)NC3CCC(CC3)NC(CCC)=O)NC3=CC=C(C=C3)N3CCN(CC3)C)C=C1 N-((1s,4s)-4-((5-(4-fluorobenzoyl)-2-((4-(4-methylpiperazin-1-yl)phenyl)amino)-7H-pyrrolo[2,3-d]pyrimidin-4-yl)amino)cyclohexyl)butanamide